4-[(6,7-dichloro-2,2-dioxo-4,9-dihydro-1H-pyrrolo[3,2-h][2,1,3]benzothiadiazin-3-yl)methyl]-1H-pyridin-2-one ClC=1C2=C(C3=C(CN(S(N3)(=O)=O)CC3=CC(NC=C3)=O)C1)NC=C2Cl